NC1=NC=NN2C1=C(C=C2C=2C=CC(=C(C(=O)N[C@@H]1CN(C[C@@H]1F)C(C1=C(C=CC=C1)F)=O)C2)Cl)C(F)(F)F 5-[4-amino-5-(trifluoromethyl)pyrrolo[2,1-f][1,2,4]triazin-7-yl]-2-chloro-N-[(3R,4S)-4-fluoro-1-(2-fluorobenzoyl)pyrrolidin-3-yl]benzamide